C(C)(=O)C1=NN(C2=C(C=C(C=C12)C=1C=NC(=NC1)C)CF)CC(=O)N1[C@@H](C[C@@](C1)(CF)F)C(=O)NC1=NC(=CC=C1C)Br (2S,4R)-1-(2-(3-acetyl-7-(fluoromethyl)-5-(2-methylpyrimidin-5-yl)-1H-indazol-1-yl)acetyl)-N-(6-bromo-3-methylpyridin-2-yl)-4-fluoro-4-(fluoromethyl)pyrrolidine-2-carboxamide